2-(2-((2-butylhexyl)oxy)ethoxy)ethane-1-ol C(CCC)C(COCCOCCO)CCCC